BrC1=C(C=C(C=C1)C(C(=O)N)C1=C(C=CC=C1)Cl)S(N=CN(C)C)(=O)=O (4-bromo-3-{[(dimethylamino)methylidene]sulfamoyl}phenyl)-2-(2-chlorophenyl)acetamide